[OH-].[OH-].[Zr+4].C(CC(C)C)O monoisoamyl alcohol zirconium (IV) dihydroxide